(5-iodo-2-methoxy-phenyl)methanone IC=1C=CC(=C(C1)C=O)OC